(3-(2,6-difluorophenoxy)phenyl)methanol FC1=C(OC=2C=C(C=CC2)CO)C(=CC=C1)F